methyl 1-([1,1'-biphenyl]-4-ylmethyl)-4-(difluoromethoxy)-1H-indazole-7-carboxylate C1(=CC=C(C=C1)CN1N=CC2=C(C=CC(=C12)C(=O)OC)OC(F)F)C1=CC=CC=C1